N1N=C(C=C1)CC(=O)[O-] 2-(1H-pyrazol-3-yl)acetate